1-benzyl-4-[(5,6-dimethoxyindanone-2-yl)methyl]piperidine C(C1=CC=CC=C1)N1CCC(CC1)CC1C(C2=CC(=C(C=C2C1)OC)OC)=O